persulfate calcium [Ca+2].S(=O)(=O)([O-])OOS(=O)(=O)[O-]